C(CC)OC(OCCC)=O Dipropylcarbonat